ethyl rac-(4R,5R)-2-diazo-6,6,6-trifluoro-5-hydroxy-4,5-dimethyl-3-oxohexanoate [N+](=[N-])=C(C(=O)OCC)C([C@@H]([C@@](C(F)(F)F)(C)O)C)=O |r|